4'-(pyridin-4-yl)-[1,1':2',1''-terphenyl]-3'-carbonitrile N1=CC=C(C=C1)C1=C(C(=C(C=C1)C1=CC=CC=C1)C1=CC=CC=C1)C#N